C1(CCC(CC1)CO)CO ((1r,4r)-cyclohexane-1,4-diyl)dimethanol